NC1=NC2=CC(=CC(=C2C=C1F)F)C[C@@H]1CC[C@]2([C@@H]1O[C@H](C2O)N2C=CC1=C2N=CN=C1N)O (2R,3aS,6S,6aR)-6-[(2-amino-3,5-difluoroquinolin-7-yl)methyl]-2-(4-amino-7H-pyrrolo[2,3-d]pyrimidin-7-yl)hexahydro-3aH-cyclopenta[b]furan-3,3a-diol